ClC=1C=C(C=CC1)C=1N(N=C2[C@@H](N(CCC21)C(=O)C=2C=C1N=CC=NC1=CC2)C)C (S)-(3-(3-chlorophenyl)-2,7-dimethyl-2,4,5,7-tetrahydro-6H-pyrazolo[3,4-c]pyridin-6-yl)(quinoxalin-6-yl)methanone